decamethyl-ferrocene tetrafluoroborate F[B-](F)(F)F.CC1=C(C(=C([C-]1C)C)C)C.[C-]1(C(=C(C(=C1C)C)C)C)C.[Fe+2]